naphthalene-3-olate C1=CC(=CC2=CC=CC=C12)[O-]